(6-fluoro-1-(4-(morpholinomethyl)phenyl)-5,5-dioxo-1,4-dihydrothiochromeno[4,3-c]pyrazol-3-yl)(morpholino)methanethione FC1=CC=CC2=C1S(CC1=C2N(N=C1C(=S)N1CCOCC1)C1=CC=C(C=C1)CN1CCOCC1)(=O)=O